FC(OC1=NC=CC=C1S(=O)(=O)N1C[C@@H]([C@@](C1)(CO)O)OC1=CC(=C(C#N)C=C1)F)F 4-(((3S,4R)-1-((2-(difluoromethoxy)pyridin-3-yl)sulfonyl)-4-hydroxy-4-(hydroxymethyl)pyrrolidin-3-yl)oxy)-2-fluorobenzonitrile